[K].[K].P(=O)(O)(O)OCCCCCCCCCCCCC 1-tridecyl alcohol dihydrogen phosphate dipotassium salt